3-(2-hydroxypropan-2-yl)-N-((3-phenylisoxazol-5-yl)methyl)isoxazole-5-carboxamide OC(C)(C)C1=NOC(=C1)C(=O)NCC1=CC(=NO1)C1=CC=CC=C1